CNC1CCN(CC1)C1=CC=C2C(=CN=CC2=C1)N1C(NC(CC1)=O)=O 1-(7-(4-(Methylamino)piperidin-1-yl)isoquinolin-4-yl)dihydropyrimidine-2,4(1H,3H)-dione